ClC1=NC=2C=NC=CC2C2=C1NC(=C2)C(=O)OCC ethyl 4-chloro-3H-pyrrolo[2,3-c][1,7]naphthyridine-2-carboxylate